C(C1=CC=CC=C1)NC1=C2N=CN(C2=NC(=N1)C=1C=NC=C(C1)OCC1=CC=CC=C1)[C@H]1[C@@H]([C@@H]([C@H](O1)C(=O)NC([2H])([2H])[2H])O)O (2S,3S,4R,5R)-5-(6-(benzylamino)-2-(5-(benzyloxy)pyridin-3-yl)-9H-purin-9-yl)-3,4-dihydroxyl-N-(methyl-d3)-tetrahydrofuran-2-formamide